4-(4-ethylpiperazin-1-yl)benzene-1,2-diamine C(C)N1CCN(CC1)C=1C=C(C(=CC1)N)N